3-[2-(1,3-benzothiazol-2-yl)-2-(propylsulfonylamino)ethyl]-N'-hydroxy-benzamidine S1C(=NC2=C1C=CC=C2)C(CC=2C=C(C(=NO)N)C=CC2)NS(=O)(=O)CCC